C1(OC(C2=C3C(C=CC=C13)=CC=C2)=O)=O 1H,3H-benzo[de]isochromene-1,3-dione